5-(2-(4-((2-(9-(azetidin-3-yl)-3,9-diazaspiro[5.5]undecan-3-yl)pyrimidine-4-yl)methoxy)phenyl)prop-2-yl)-3-chloro-2-(2-chloroethoxy)benzonitrile N1CC(C1)N1CCC2(CCN(CC2)C2=NC=CC(=N2)COC2=CC=C(C=C2)C(C)(C)C=2C=C(C(=C(C#N)C2)OCCCl)Cl)CC1